(S)-4-oxo-3-(2-oxo-2-((1-(4-(trifluoromethoxy)phenyl)ethyl)amino)ethyl)-3,4-dihydrobenzo[d][1,2,3]triazin-5-yl hydrogen sulfate S(=O)(=O)(OC1=CC=CC=2N=NN(C(C21)=O)CC(N[C@@H](C)C2=CC=C(C=C2)OC(F)(F)F)=O)O